2-amino-N-{(1S,2S)-2-[(4-bromophenyl)methoxy]cyclopentyl}-5-iodo-4-methoxypyridine-3-carboxamide NC1=NC=C(C(=C1C(=O)N[C@@H]1[C@H](CCC1)OCC1=CC=C(C=C1)Br)OC)I